(S)-2-((((9H-fluoren-9-yl)methoxy)carbonyl)(methyl)amino)-3-(isoquinolin-6-yl)propanoic acid C1=CC=CC=2C3=CC=CC=C3C(C12)COC(=O)N([C@H](C(=O)O)CC=1C=C2C=CN=CC2=CC1)C